(5'S,7a'R)-5'-(3,5-difluorophenyl)-3'-oxotetrahydro-3'H-spiro[piperidine-4,2'-pyrrolo[2,1-b]oxazole]-1-carboxylic acid tert-butyl ester C(C)(C)(C)OC(=O)N1CCC2(C(N3[C@H](O2)CC[C@H]3C3=CC(=CC(=C3)F)F)=O)CC1